C(C)(C)(C)[Si](OCCC(=O)O)(C)C 3-[tert-Butyl-(dimethyl)silyl]oxypropanoic acid